rac-rel-trans-3-((1R,5R)-5-methyl-3-azabicyclo[3.1.0]hex-1-yl)-5-(piperidin-1-ylmethyl)-5,6-dihydro-1,4,2-dioxazine C[C@@]12CNC[C@]2(C1)C1=NOC[C@H](O1)CN1CCCCC1 |o1:1,5,11|